FC=1C=C(N2N=C(N=CC21)N[C@H]2[C@@H](COCC2)O)C(C(F)(F)F)C (3S,4R)-4-({5-fluoro-7-[1,1,1-trifluoropropan-2-yl]pyrrolo[2,1-f][1,2,4]triazin-2-yl}amino)oxan-3-ol